O[C@H](CC)C1=CC(=C(C=N1)C=1C(=NC2=CC(=NC=C2C1)NC(=O)C1CC1)C=1N(C=CN1)C)C N-(3-(6-((R)-1-hydroxypropyl)-4-methylpyridin-3-yl)-2-(1-methyl-1H-imidazol-2-yl)-1,6-naphthyridin-7-yl)cyclopropane-1-carboxamide